C1(CC1)C(NC=1OCCN1)C1CC1 N-(Dicyclopropylmethyl)-4,5-dihydro-1,3-oxazol-2-amine